7-[7-(aminocarbonyl)-2H-indazol-2-yl]-1-methyl-1,2,3,4-tetrahydroisoquinolinium NC(=O)C1=CC=CC2=CN(N=C12)C1=CC=C2CC[NH2+]C(C2=C1)C